ethyl 2-[[3-benzyloxy-5-[1-[tert-butyl (dimethyl) silyl] oxypropyl]-2-oxo-pyrrolidin-1-yl] amino]-2-imino-acetate C(C1=CC=CC=C1)OC1C(N(C(C1)C(CC)O[Si](C)(C)C(C)(C)C)NC(C(=O)OCC)=N)=O